C(CCC)C1=NC(=C(C(N1C1=C(C=CC=C1OC)OC)=O)CC1=CN=C(S1)C1=CC=C(C=C1)Cl)O 2-butyl-5-{[2-(4-chlorophenyl)-1,3-thiazol-5-yl]methyl}-3-(2,6-dimethoxyphenyl)-6-hydroxy-3,4-dihydropyrimidin-4-one